CC1OC(CNC1)C 2,6-Dimethyl-3,6-dihydro-4H-[1,4]oxazin